2-[(1-methyl-1H-pyrazol-4-yl)amino]pyrimidin CN1N=CC(=C1)NC1=NC=CC=N1